2-(2-(1-((R)-1-(2,6-dichloro-3-fluorophenyl)ethyl)-1H-[1,2,3]triazolo[4,5-c]pyridin-6-yl)phenyl)propanoic acid ClC1=C(C(=CC=C1F)Cl)[C@@H](C)N1N=NC=2C=NC(=CC21)C2=C(C=CC=C2)C(C(=O)O)C